C(C)(=O)NC1=C(C(=O)NC2=NC=C(C=C2)C)C=CC(=C1)NC 2-acetamido-4-(methylamino)-N-(5-methylpyridin-2-yl)benzamide